N-({4-[2-(2-aminopyridin-3-yl)-5-phenylimidazo[4,5-b]pyridin-3-yl]phenyl}methyl)-2-fluoro-4-formyl-3-hydroxybenzamide NC1=NC=CC=C1C1=NC=2C(=NC(=CC2)C2=CC=CC=C2)N1C1=CC=C(C=C1)CNC(C1=C(C(=C(C=C1)C=O)O)F)=O